CN(C1CCN(CC1)C1=C(C=C(C=C1)NC=1N=C(C2=C(N1)SC=C2C)NC2=CC(=CC=C2)C(C)(C)OC)OC)C N2-(4-(4-(dimethylamino)piperidin-1-yl)-3-methoxyphenyl)-N4-(3-(2-methoxypropan-2-yl)phenyl)-5-methylthieno[2,3-d]pyrimidine-2,4-diamine